C1(=CC1)CC(=O)[O-].[Na+] Natrium cycloprop-1-en-1-ylacetat